N1=C(C=CC=C1)C1=NC=CC(=C1)C=O bipyridine-4'-carbaldehyde